O=C1NC(CCC1N1C(N(C2=C1C=CC=C2CN2CCC(CC2)CN(C(OC(C)(C)C)=O)C)C)=O)=O tert-butyl N-[(1-[[1-(2,6-dioxopiperidin-3-yl)-3-methyl-2-oxo-1,3-benzodiazol-4-yl]methyl]piperidin-4-yl)methyl]-N-methylcarbamate